4-[(E)-2-(aminomethyl)-1-deutero-3-fluoroallyloxy]-N-tert-butyl-benzamide hydrochloride Cl.NC/C(/C(OC1=CC=C(C(=O)NC(C)(C)C)C=C1)[2H])=C\F